Racemic-N2-(3-Aminosulphonylphenyl)-5-fluoro-N4-[2-methyl-3-oxo-4-(4-methoxybenzyl)-benz[1,4]oxazin-6-yl]-2,4-pyrimidinediamine NS(=O)(=O)C=1C=C(C=CC1)NC1=NC=C(C(=N1)NC=1C=CC2=C(N(C([C@H](O2)C)=O)CC2=CC=C(C=C2)OC)C1)F |r|